BrC1=C(C=C2C=CNC2=C1)F 6-bromo-5-fluoro-1H-indole